Pentenol C(=CCCC)O